O1[C@H]([C@@H](OCC1)O)O trans-1,4-Dioxane-2,3-diol